ClC=1C=CC(=C(C1)O)C=1N=NC(=CC1C(F)(F)F)NC1CC(C1)(C)O 5-chloro-2-(6-(((trans)-3-hydroxy-3-methylcyclobutyl)amino)-4-(trifluoromethyl)pyridazin-3-yl)phenol